methyl 2,4,6-trichloronicotinate ClC1=C(C(=O)OC)C(=CC(=N1)Cl)Cl